C(#N)C1=CC(=C(C=C1)CCCC(=O)O)NC(=O)[C@H]1[C@]2(C1)CCOC1=CC=C(C=C12)C(NCCC)=O 4-[4-cyano-2-({[(2'R,4S)-6-(propylcarbamoyl)-2,3-dihydrospiro[chromene-4,1'-cyclopropan]-2'-yl]carbonyl}amino)phenyl]butanoic acid